3-(4-bromo-2,5-dimethoxy-phenyl)-2-methylpropanoic acid ethyl ester C(C)OC(C(CC1=C(C=C(C(=C1)OC)Br)OC)C)=O